FC(C=1C=C(C=C(C1)C(F)(F)F)[C@@H]1[C@@H](N(C(O1)=O)C(=O)NCC=1C=C2C(=NC1)CCC2)C)(F)F (4S,5R)-5-[3,5-bis(trifluoromethyl)phenyl]-N-(6,7-dihydro-5H-cyclopenta[b]pyridin-3-ylmethyl)-4-methyl-2-oxo-1,3-oxazolidine-3-carboxamide